3-(3-cyano-6-(1-methyl-1H-pyrazol-4-yl)pyrazolo[1,5-a]Pyridin-4-yl)-1-methyl-1H-pyrazole-5-carboxylic acid C(#N)C=1C=NN2C1C(=CC(=C2)C=2C=NN(C2)C)C2=NN(C(=C2)C(=O)O)C